Nε-azido-L-lysine hydrochloride Cl.N(=[N+]=[N-])NCCCC[C@H](N)C(=O)O